2-trifluoromethyl-4-hydroxybenzaldehyde FC(C1=C(C=O)C=CC(=C1)O)(F)F